tert-butyl (S)-(1-(3-methyl-5-(4-(4-(tetrahydro-2H-pyran-4-yl)piperazin-1-yl)phenyl)thiophene-2-carbonyl)pyrrolidin-3-yl)carbamate CC1=C(SC(=C1)C1=CC=C(C=C1)N1CCN(CC1)C1CCOCC1)C(=O)N1C[C@H](CC1)NC(OC(C)(C)C)=O